1-(1-hydroxy-2-methylpropan-2-yl)-1H-pyrazole-3-carboxylic acid OCC(C)(C)N1N=C(C=C1)C(=O)O